C(CCC)OC=1C=C2C(=CNC2=CC1)C=1CCN(CC1)CCC=1C=NN(C1)C1=CC=C(C=C1)CC(C)C 5-butoxy-3-[1,2,3,6-tetrahydro-1-[2-[1-(4-isobutylphenyl)-1H-pyrazol-4-yl]ethyl]-4-pyridinyl]-1H-indole